2,3-Dimethyl-N-(2-(piperidin-1-yl)ethyl)-1H-indole-5-carboxamide CC=1NC2=CC=C(C=C2C1C)C(=O)NCCN1CCCCC1